FC(CN(C(C1=C(C=CC(=C1)F)C=1C=2N(C=C(C1)C1CN(C1)[C@H](C(C)C)CCCN1CCNCC1)C(=NC2)C)=O)C(C)C)F N-(2,2-difluoroethyl)-5-fluoro-2-(3-methyl-6-{1-[(3S)-2-methyl-6-(piperazin-1-yl)hexan-3-yl]azetidin-3-yl}imidazo[1,5-a]pyridin-8-yl)-N-(isopropyl)benzamide